COC([C@@H](NC(=O)OCC1=CC=CC=C1)CCO)=O N-[(benzyloxy)carbonyl]-L-homoserine methyl ester